BrC=1C=C2C(=CN=NC2=CC1)NC1COCC1 6-bromo-N-(oxolan-3-yl)cinnolin-4-amine